N-((1r,4r)-4-(3-chloro-4-cyanophenoxy)cyclohexyl)-6-(4-(4-((2-(2,6-dioxopiperidin-3-yl)-6-fluoro-1,3-dioxoisoindolin-5-yl)methyl)piperazin-1-yl)piperidin-1-yl)pyridazine-3-carboxamide ClC=1C=C(OC2CCC(CC2)NC(=O)C=2N=NC(=CC2)N2CCC(CC2)N2CCN(CC2)CC=2C=C3C(N(C(C3=CC2F)=O)C2C(NC(CC2)=O)=O)=O)C=CC1C#N